3,3,4,4,5,5,6,6,7,7,8,8,9,9,9-pentadecafluorononyl 2-methyl-acrylate CC(C(=O)OCCC(C(C(C(C(C(C(F)(F)F)(F)F)(F)F)(F)F)(F)F)(F)F)(F)F)=C